C(C)S(=O)(=O)C=1C=CC(=C(C1)N1C=C(N=CC1=O)CCC1CCN(CC1)C(=O)OC(C)(C)C)C=1C2=C(C(N(C1)C)=O)NC=C2 tert-butyl 4-[2-[4-[5-ethylsulfonyl-2-(6-methyl-7-oxo-1H-pyrrolo[2,3-c]pyridin-4-yl)phenyl]-5-oxo-pyrazin-2-yl]ethyl]piperidine-1-carboxylate